CC(C(C(C)O)O)C 4-METHYLPENTANE-2,3-diol